4-(2-(4-(2-methylpiperidine-1-carbonyl)phenyl)imidazo[2,1-b][1,3,4]thiadiazol-5-yl)benzonitrile CC1N(CCCC1)C(=O)C1=CC=C(C=C1)C1=NN2C(S1)=NC=C2C2=CC=C(C#N)C=C2